O=C1N(C(CC1)=O)OC(CCCCCCCCCCCCCCCCCCC(=O)O)=O 20-((2,5-dioxopyrrolidin-1-yl)oxy)-20-oxoeicosanoic acid